NC[C@]12[C@H](CN(C1)C1=C(C(N(C(=N1)C)C1=C(C(=CC=C1)Cl)Cl)=O)C(F)(F)F)CCC2 |r| (+/-)-6-[(3aS,6aR)-3a-(aminomethyl)-octahydrocyclopenta[c]pyrrol-2-yl]-3-(2,3-dichlorophenyl)-2-methyl-5-(trifluoromethyl)-3,4-dihydropyrimidin-4-one